CS(=NC(C1=CN=C(C=C1)C1=NOC(=N1)C(F)(F)F)=O)(C1=NC=CC=C1)=O N-(methyl(oxo)(pyridin-2-yl)-λ6-sulfaneylidene)-6-(5-(trifluoromethyl)-1,2,4-oxadiazol-3-yl)nicotinamide